laurylstearyl 3,3'-thiodipropionate S(CCC(=O)[O-])CCC(=O)OCCCCCCCCCCCCCCCCCCCCCCCCCCCCCC